tri((N,N-dimethylamino)ethyl)amine CN(C)CCN(CCN(C)C)CCN(C)C